(3-methoxyanilino)-2-methylsulfanyl-pyrimidine-5-carbaldehyde COC=1C=C(NC2=NC(=NC=C2C=O)SC)C=CC1